6'-(2-aminophenyl)-2'-(3-fluoro-4-(trifluoromethyl)benzyl)-1'-oxo-1',4'-dihydro-2'H-spiro[cyclopentane-1,3'-isoquinoline]-4'-carboxylic acid NC1=C(C=CC=C1)C=1C=C2C(C3(N(C(C2=CC1)=O)CC1=CC(=C(C=C1)C(F)(F)F)F)CCCC3)C(=O)O